(E)-methyl 2-((3,5-bis(trifluoromethyl) benzylidene) amino)-2-phenylbut-3-enoate FC(C=1C=C(\C=N\C(C(=O)OC)(C=C)C2=CC=CC=C2)C=C(C1)C(F)(F)F)(F)F